[2-(chlorosulfonylamino)ethyl]carbamate ClS(=O)(=O)NCCNC([O-])=O